3-(4-Benzyloxy-6-methyl-2-pyridyl)-5-(trifluoromethyl)-2-[4-(trifluoromethyl)cyclohexen-1-yl]pyridine C(C1=CC=CC=C1)OC1=CC(=NC(=C1)C)C=1C(=NC=C(C1)C(F)(F)F)C1=CCC(CC1)C(F)(F)F